8-[(1R)-1-aminoethyl]-6-bromo-3-cyclopropyl-2-tetrahydropyran-4-yl-quinazolin-4-one N[C@H](C)C=1C=C(C=C2C(N(C(=NC12)C1CCOCC1)C1CC1)=O)Br